nickel bis(ethylcyclopentadiene) C(C)C1=CC=CC1.C(C)C1=CC=CC1.[Ni]